ClC1=C(N)C=CC(=C1)C1(CC1)C(F)(F)F 2-chloro-4-[1-(trifluoromethyl)cyclopropyl]aniline